C(C)(C)(C)OC(=O)N1CCN(CC1)CC1=CC(=CC=C1)OC1=CC=CC=C1 4-(3-phenoxybenzyl)piperazine-1-carboxylic acid tert-butyl ester